2-amino-4-(1,1-difluoroethyl)phenol NC1=C(C=CC(=C1)C(C)(F)F)O